IC(COCC(C)I)C β-iodopropyl ether